C(C=C)(=O)N1CCN(CC1)C1=CC=C(C=C1)C=1C=2N(C=C(C1)C=1C=NN(C1)C(F)F)N=CC2C#N 4-(4-(4-Acryloylpiperazin-1-yl)phenyl)-6-(1-(difluoromethyl)-1H-pyrazol-4-yl)pyrazolo[1,5-a]pyridine-3-carbonitrile